[Na+].[Na+].O[B-]1(CCC=2C=CC(=C(C2O1)C(=O)O)OC1CN(C1)C([C@H]1NC[C@H](C1)O)=O)O.O[B-]1(CCC=2C=CC(=C(C2O1)C(=O)O)OC1CN(C1)C([C@H]1NC[C@H](C1)O)=O)O 4,4-dihydroxy-8-({1-[(4S)-4-hydroxy-L-prolyl]azetidin-3-yl}oxy)-5-oxa-4-boranuidabicyclo[4.4.0]deca-1(6),7,9-triene-7-carboxylic acid disodium salt